CS1(NC2=C(C1)C=CC(=C2)C(=O)O)=O 2-methyl-2-oxo-3H-2,1-benzothiazole-6-carboxylic acid